Benzyl (4S)-4-((S)-3-(benzyloxy)-2-((tert-butoxycarbonyl)amino)propanamido)-2,6-dimethyl-3-oxoheptanoate C(C1=CC=CC=C1)OC[C@@H](C(=O)N[C@H](C(C(C(=O)OCC1=CC=CC=C1)C)=O)CC(C)C)NC(=O)OC(C)(C)C